tert-butyl (R,E)-(6-(1-(((tert-butylsulfinyl)imino)methyl)cyclopropyl)-2-chloro-7-methylthieno[3,2-d]pyrimidin-4-yl)(furan-2-ylmethyl)carbamate C(C)(C)(C)[S@@](=O)\N=C\C1(CC1)C1=C(C=2N=C(N=C(C2S1)N(C(OC(C)(C)C)=O)CC=1OC=CC1)Cl)C